2-(3-((2,6-dichloro-1-(1-ethyl-1H-pyrazol-4-yl)-7-fluoro-1H-indol-3-yl)thio)-2-fluorophenyl)acetic acid ClC=1N(C2=C(C(=CC=C2C1SC=1C(=C(C=CC1)CC(=O)O)F)Cl)F)C=1C=NN(C1)CC